N[C@H](C(=O)N[C@H](C(=O)NC1=CC=C(C=C1)CO)C)C(C)C (S)-2-amino-N-[(S)-1-{[4-(hydroxymethyl)phenyl]amino}-1-oxopropan-2-yl]-3-methylbutanamide